4-(2-oxo-3H-1,3-benzoxazol-6-yl)-N-(4-phenylbutyl)piperidine-1-carboxamide O=C1OC2=C(N1)C=CC(=C2)C2CCN(CC2)C(=O)NCCCCC2=CC=CC=C2